NC=1N(C(=CC1)C1=CC=C(C=C1)Br)C 2-amino-5-(4-bromophenyl)-1-methyl-1H-pyrrole